C(CCCCCCCCCCC)OS(=O)(=O)C=1C(=CC=CC1)S(=O)(=O)[O-].[Zn+2].C=1(C(=CC=CC1)S(=O)(=O)[O-])S(=O)(=O)OCCCCCCCCCCCC.[Ba+2] barium dodecyl benzenedisulfonate zinc dodecylbenzenedisulfonate